ClC1=NC=CN=C1C1=CC=C(C=C1)OC 2-chloro-3-(4-methoxyphenyl)pyrazine